[C@H](C)(CC)[C@@H]1N(C(C2=C(NC1=O)C=CC=C2)C)C(=O)C=2C=NN(C2)C (3S)-3-((S)-sec-butyl)-5-methyl-4-(1-methyl-1H-pyrazole-4-carbonyl)-1,3,4,5-tetrahydro-2H-benzo[e][1,4]diazepin-2-one